C1=CC(=CC=2OC3=C(C21)C=CC=C3)C(CC(=O)O)N3N=CC2=CC(=CC=C32)CCC3=NC=2NCCCC2C=C3 3-(dibenzo[b,d]furan-3-yl)-3-(5-(2-(5,6,7,8-tetrahydro-1,8-naphthyridin-2-yl)ethyl)-1H-indazol-1-yl)propionic acid